N1=CN=CC=2CCC(CC12)=O 5,8-dihydro-quinazolin-7(6H)-one